Cl.NC/C(/CN1N=CN(C1=O)C1=NC=C(C=C1)C1=CC=C(C=C1)S(=O)(=O)C)=C/F 2-[(2Z)-2-(aminomethyl)-3-fluoroprop-2-en-1-yl]-4-{5-[4-(methylsulfonyl)phenyl]pyridin-2-yl}-2,4-dihydro-3H-1,2,4-triazol-3-one hydrochloride